CNC(=O)C1=NC=C(C=C1)C=1C=C2CCCNC2=CC1 N-methyl-5-(1,2,3,4-tetrahydroquinolin-6-yl)pyridineamide